CC1OC2(CCC2)CN(C1)C(=O)C1=NOC(=N1)C1=C(C(=C(C(=C1)F)F)O)F (6-Methyl-5-oxa-8-azaspiro[3.5]nonan-8-yl)(5-(2,4,5-trifluoro-3-hydroxyphenyl)-1,2,4-oxadiazol-3-yl)methanone